C(C)C(C(=O)O)CC(=O)C.OC(C(=O)OCC)C ethyl 2-hydroxypropanoate (ethyl levulinate)